4-bromo-1-isopropylpyridin-2(1H)-one BrC1=CC(N(C=C1)C(C)C)=O